imidazo[3,2-a]pyridin-5-amine N=1C=CN2C1C=CC=C2N